BrC=1N=C(N(C1C=O)CCOC)C 4-bromo-1-(2-methoxyethyl)-2-methyl-1H-imidazole-5-Formaldehyde